methyl 3-amino-4,5,6,7-tetrahydrothieno[3,2-c]pyridine-2-carboxylate NC1=C(SC2=C1CNCC2)C(=O)OC